naphtho[2,3-c][1,2,5]selenadiazole N=1[Se]N=C2C1C=C1C=CC=CC1=C2